N[C@@H](C[SeH])C(=O)O L-selenocystein